Br[C@@H](C(=O)OCC1=CC=CC=C1)C |r| Racemic-benzyl 2-bromopropionate